tert-butyl (3'-fluoro-[1,4'-bipiperidin]-4-yl)carbamate FC1CNCCC1N1CCC(CC1)NC(OC(C)(C)C)=O